N,N'-dimethyl-N-hydroxyethyl-3-nitro-p-phenylenediamine CN(C1=CC(=C(C=C1)NC)[N+](=O)[O-])CCO